C(C)OC1=CC2=C(N=C(S2)C2=C3N=CC(=NC3=CC(=C2)C)OC)C(=C1)C(C(C)(C)C)=O 1-(6-ethoxy-2-(2-methoxy-7-methylquinoxalin-5-yl)benzo[d]thiazol-4-yl)-2,2-dimethylpropan-1-one